(S)-4-(4-Fluorobenzyl)-N-(5-methyl-4-oxo-7-(7-oxa-2-azaspiro[3.5]nonan-2-yl)-2,3,4,5-tetrahydrobenzo[b][1,4]oxazepin-3-yl)-1H-pyrazole-1-carboxamide FC1=CC=C(CC=2C=NN(C2)C(=O)N[C@@H]2C(N(C3=C(OC2)C=CC(=C3)N3CC2(C3)CCOCC2)C)=O)C=C1